3-hydroxy-2,2-dimethylpropyl 2,6-dimethylbenzoate CC1=C(C(=O)OCC(CO)(C)C)C(=CC=C1)C